methyl N-methyl-N-(1-((S)-1-tritylaziridine-2-carbonyl)piperidine-4-carbonyl)-L-valinate CN([C@@H](C(C)C)C(=O)OC)C(=O)C1CCN(CC1)C(=O)C1[N@](C1)C(C1=CC=CC=C1)(C1=CC=CC=C1)C1=CC=CC=C1